2,2-dimethoxy-4-(prop-1-en-2-yl)tetrahydrofuran COC1(OCC(C1)C(=C)C)OC